biphenyl-methanolate C=1(C(=CC=CC1)C[O-])C1=CC=CC=C1